N1(CCC1)N1C(C=CC=C1)=O (azetidin-1-yl)pyridin-2(1H)-one